6-fluoro-3-methyl-1H-pyrazolo[3,4-b]pyridine FC1=CC=C2C(=N1)NN=C2C